6,6-dimethyl-1,4,5,6-tetrahydropyrrolo[3,4-c]pyrazol-3-amine CC1(NCC2=C1NN=C2N)C